C(C)(C)(C)OC(=O)N([C@H]1CN(CC1)C=1C2=CN(N=C2C(=CC1)C(=O)O)C)C 4-[(3R)-3-[(tert-butoxycarbonyl)(methyl)amino]pyrrolidin-1-yl]-2-methylindazole-7-carboxylic acid